F[C@]1(CN(CC[C@H]1O)C1=NC=CC(=N1)NC=1N=CC2=C(N=CC(=C2C1)C(C)C)N1CC(C1)OC)C (3S,4R)-3-fluoro-1-(4-((5-isopropyl-8-(3-methoxyazetidin-1-yl)-2,7-naphthyridin-3-yl)amino)pyrimidin-2-yl)-3-methylpiperidin-4-ol